NC1=NC=NN2C1=C(C=C2[C@H]2C[C@@H](N(C2)C(C=C)=O)COC)C#CC2=C(C(=CC(=C2F)OC)OC)F 1-[(2R,4S)-4-[4-amino-5-[2-(2,6-difluoro-3,5-dimethoxyphenyl)ethynyl]pyrrolo[2,1-f][1,2,4]triazin-7-yl]-2-(methoxymethyl)pyrrolidin-1-yl]prop-2-en-1-one